ethyl 3-(4-((3,7-dimethylnon-6-en-1-yl)oxy)phenyl)acrylate CC(CCOC1=CC=C(C=C1)C=CC(=O)OCC)CCC=C(CC)C